C(CCC)C=1C(=C(C(C(=O)O)=CC1)C(=O)O)CCCC.C(C=1C(C(=O)O)=CC=CC1)(=O)O phthalic acid (dibutyl phthalate)